FC(S(=O)(=O)OS(=O)(=O)C(F)(F)F)(F)F Trifluoromethane-sulfonic anhydride